C(C)OC(=O)C=1N=CC=2CN(CCC2C1)C1=CC(=C(C(=C1)F)Cl)Cl 7-(3,4-dichloro-5-fluorophenyl)-5,6,7,8-tetrahydro-2,7-naphthyridine-3-carboxylic acid ethyl ester